OC[C@H]1O[C@H]([C@@H]([C@@H]1O)O)N1C2=NC=NC(=C2N=C1)N/N=C/C1=CC=C(C=C1)C1=NC=CC=C1 (2R,3S,4R,5R)-2-(hydroxymethyl)-5-{6-{2-[(E)-4-(pyridin-2-yl)benzylidene]hydrazino}-9H-purin-9-yl}tetrahydrofuran-3,4-diol